C(C)(C)(C)OC(=O)N1CC(C(CC1)N1CCN(CC1)C1=C(C=C(C=C1)N)F)(F)F 4-[4-(4-amino-2-fluoro-phenyl)piperazin-1-yl]-3,3-difluoro-piperidine-1-carboxylic acid tert-butyl ester